ClC1=NC(=CC(=C1)N1[C@H](COCC1)C)Cl (3S)-4-(2,6-dichloropyridin-4-yl)-3-methylmorpholine